Monocalcium bis((3R,5S,6E)-7-{4-(4-fluorophenyl)-6-isopropyl-2-[methanesulfonyl(methyl)amino]pyrimidin-5-yl}-3,5-dihydroxyhept-6-enoate) FC1=CC=C(C=C1)C1=NC(=NC(=C1/C=C/[C@H](C[C@H](CC(=O)[O-])O)O)C(C)C)N(C)S(=O)(=O)C.FC1=CC=C(C=C1)C1=NC(=NC(=C1/C=C/[C@H](C[C@H](CC(=O)[O-])O)O)C(C)C)N(C)S(=O)(=O)C.[Ca+2]